(1S,5R)-2-(hydroxymethyl)-3,8-diazabicyclo[3.2.1]Octane-8-carboxylic acid tert-butyl ester C(C)(C)(C)OC(=O)N1[C@@H]2C(NC[C@H]1CC2)CO